N[C@@H](C(=O)O)CCN=[N+]=[N-] (R)-2-amino-4-azido-butyric acid